C(C)N1C[C@@H](CCC1)NC1=C2C(=C(N=N1)C1=C(C=C(C=C1)C(F)(F)F)O)OC=C2 (R)-2-(4-((1-ethylpiperidin-3-yl)amino)furo[2,3-d]pyridazin-7-yl)-5-(trifluoromethyl)phenol